3,6-dimethyl-4-oxo-2-(piperidin-1-yl)-3,4-dihydroquinazoline-8-sulfonyl chloride CN1C(=NC2=C(C=C(C=C2C1=O)C)S(=O)(=O)Cl)N1CCCCC1